C(C)OC(=O)[C@@H]1CCN(CC[C@H]1C1=CC=C(C=C1)N)C(=O)OC(C)(C)C (trans)-5-(4-aminophenyl)azepane-1,4-dicarboxylic acid 1-tert-butyl 4-ethyl ester